CN(CCC(=O)O[C@H]1C[C@H](N(C1)CCCCC(C(OCCCCCCCCCCC)=O)(C)C)C(=O)OCCCCCCC(C(=O)OC(CCCCCC)CCCCCC)(C)C)C [8-(1-hexylheptoxy)-7,7-dimethyl-8-oxo-octyl] (2S,4S)-4-[3-(dimethylamino) propanoyloxy]-1-(5,5-dimethyl-6-oxo-6-undecoxy-hexyl)pyrrolidine-2-carboxylate